3-(1-(4-(5-(difluoromethyl)-1,3,4-oxadiazol-2-yl)benzyl)-1H-1,2,3-triazol-4-yl)aniline FC(C1=NN=C(O1)C1=CC=C(CN2N=NC(=C2)C=2C=C(N)C=CC2)C=C1)F